SCCC[SiH2]C(OC)OC 3-mercaptopropyl-(dimethoxy)methylsilane